FC1=C(C(=C(C(=C1F)N)OC)F)C1=C(C(=C(C(=C1[2H])[2H])[2H])[2H])[2H] 2,3,6-Trifluoro-5-methoxy-[1,1'-biphenyl]-2',3',4',5',6'-d5-4-amine